N1C=[NH+]C=C1.C(CCCCC)OC1=C(C=C(C=C1)C=1SC2=C(C(=CC(N2C1C(=O)[O-])=O)CC1=CC=CC2=CC=CC=C12)OC)C 8-[4-(hexyloxy)-3-methyl-phenyl]-5-methoxy-4-[(1-naphthyl)methyl]-2-oxo-7-thia-1-azabicyclo[4.3.0]non-3,5,8-triene-9-carboxylic acid imidazolium salt